1-(3-(1,2-Diphenyl-1H-imidazole-4-carbonyl)-3,6-diazabicyclo[3.1.1]heptan-6-yl)ethanone C1(=CC=CC=C1)N1C(=NC(=C1)C(=O)N1CC2N(C(C1)C2)C(C)=O)C2=CC=CC=C2